(3-acetyl-2-methyl-5-(methylcarbamoyl)-1H-indol-7-yl)carbamic acid ethyl ester C(C)OC(NC=1C=C(C=C2C(=C(NC12)C)C(C)=O)C(NC)=O)=O